ClC1=C(C=CC=C1F)C=1C(N(C(N(C1)CC(=O)N1CCC(CC1)N1C(NC2=C(CC1)C=C(C=C2)OC)=O)=O)CCNC)=O 5-(2-Chloro-3-fluoro-phenyl)-1-{2-[4-(7-methoxy-2-oxo-1,2,4,5-tetrahydro-benzo[d][1,3]diazepin-3-yl)-piperidin-1-yl]-2-oxo-ethyl}-3-(2-methylamino-ethyl)-1H-pyrimidin-2,4-dione